N-(2-(3-methylsulfonylazetidin-1-yl)benzyl)-2-(9-(pyridin-2-yl)-6-oxaspiro[4.5]dec-9-yl)ethylamine CS(=O)(=O)C1CN(C1)C1=C(CNCCC2(CCOC3(CCCC3)C2)C2=NC=CC=C2)C=CC=C1